4-(6-((6-fluorobenzofuran-5-yl)methoxy)pyridin-2-yl)piperidine-1-carboxylic acid tert-butyl ester C(C)(C)(C)OC(=O)N1CCC(CC1)C1=NC(=CC=C1)OCC=1C(=CC2=C(C=CO2)C1)F